5-chloro-1'-(2-{7-chloro-2-methyl-1-(cis-3-hydroxy-3-methylcyclobutyl)-1H-1,3-benzimidazol-5-yloxy}ethyl)spiro[indoline-3,4'-piperidin]-2-one ClC=1C=C2C(=CC1)NC(C21CCN(CC1)CCOC1=CC2=C(N(C(=N2)C)C2CC(C2)(C)O)C(=C1)Cl)=O